Dioxacyclononane O1OCCCCCCC1